C[C@@H]1CN(CC1)C(=O)N[C@H](C(=O)O)CCN(CCCCC1=NC=2NCCCC2C=C1)CCOC1=CC=CC=C1 (2S)-2-[[(3S)-3-methylpyrrolidine-1-carbonyl]amino]-4-[2-phenoxyethyl-[4-(5,6,7,8-tetrahydro-1,8-naphthyridin-2-yl)butyl]amino]butanoic acid